N,N'-di-2-naphthyl-1,2-phenylenediamine C1=C(C=CC2=CC=CC=C12)NC1=C(C=CC=C1)NC1=CC2=CC=CC=C2C=C1